FC(C(C)(O)C=1C=CC=2N(C1)C(=CN2)I)(F)F 1,1,1-trifluoro-2-(3-iodoimidazo[1,2-a]pyridin-6-yl)propan-2-ol